NC1=C(C(=C(OC2=CC=C3CCNC(C3=C2)=O)C(=C1)F)F)C#C[Si](C)(C)C 7-(4-Amino-2,6-difluoro-3-((trimethylsilyl)ethynyl)phenoxy)-3,4-dihydroisoquinolin-1(2H)-one